C(=O)O.O=C1NC(CCC1N1C(C2=CC=CC(=C2C1=O)NC(COCCONC(=O)CCC)=O)=O)=O N-(2-(2-((2-(2,6-dioxopiperidin-3-yl)-1,3-dioxoisoindol-4-yl)amino)-2-oxoethoxy)ethoxy)propane-1-carboxamide formate